C1(CC1)N[C@@H]1CC[C@H]2CN(C[C@H]21)C(=O)C=2SC(=CC2)C |o1:4,7,11| (rel-(3aS,4R,6aR)-4-(cyclopropylamino)hexahydrocyclopenta[c]pyrrol-2(1H)-yl)(5-methylthiophen-2-yl)methanone